methyl 2-(7,8-difluoro-3,4-dihydrobenzo[b][1,4]oxazepine-5(2H)-yl)-5-(N-methyl-2,2-diphenylacetamido)isonicotinate FC1=CC2=C(OCCCN2C=2C=C(C(=O)OC)C(=CN2)N(C(C(C2=CC=CC=C2)C2=CC=CC=C2)=O)C)C=C1F